9-ethyl-4,6-dioxo-10-propyl-6,9-dihydro-4H-pyrano[3,2-g]quinoline-2,8-di-carboxylic acid C(C)N1C(=CC(C2=CC3=C(C(=C12)CCC)OC(=CC3=O)C(=O)O)=O)C(=O)O